N,N'-diacetyl-L-lysine C(C)(=O)N[C@@H](CCCCNC(C)=O)C(=O)O